C(CCCCC)C1(C2=CC(=CC=C2NC=2C=CC(=CC12)C)C)CCCCCC 9,9-dihexyl-2,7-dimethylacridin